N-Benzyl-5-(4-((1,2,3,4-Tetrahydroisochinolin-7-yl)oxy)-1H-pyrrolo[2,3-b]pyridin-3-yl)isoxazol-3-amin C(C1=CC=CC=C1)NC1=NOC(=C1)C1=CNC2=NC=CC(=C21)OC2=CC=C1CCNCC1=C2